α-propyl-benzeneethanol C(CC)C(CC1=CC=CC=C1)O